O=CC=CCC(=O)O 5-oxopent-3-enoic acid